4-butylene carbonate C1(OCCCCO1)=O